(5,6-difluoro-1H-benzo[d]imidazol-2-yl)carbamic acid isopropyl ester C(C)(C)OC(NC1=NC2=C(N1)C=C(C(=C2)F)F)=O